FC(C(=O)N(C)OC)F 2,2-difluoro-N-methoxy-N-methylacetamide